2,6-dichlorotoluenealdoxime ClC1=C(C=NO)C(=CC=C1)Cl